(S)-5-((5-(1-(2,2-difluoroethyl)-2-methyl-1H-imidazo[4,5-b]pyridin-6-yl)-7H-pyrrolo[2,3-d]pyrimidin-2-yl)amino)-1-methylpiperidin-2-one FC(CN1C(=NC2=NC=C(C=C21)C2=CNC=1N=C(N=CC12)N[C@H]1CCC(N(C1)C)=O)C)F